OCC(=O)[C@@H](O)[C@@H](O)[C@H](O)[C@H](O)CO D-MANNOHEPTULOSE